ClC=1C=C2N(C(C(N(C2=CC1C1=CC(=CC2=CC=CC=C12)O)C1=C(C=CC=C1C)C(C)C)=O)=O)C1CCNCC1 6-chloro-7-(3-hydroxynaphthalen-1-yl)-1-(2-iso-Propyl-6-methylphenyl)-4-(piperidin-4-yl)-1,4-dihydroquinoxaline-2,3-dione